2-((14-(N-(1-(carboxymethyl)-6-oxo-1,6-dihydropyridin-3-yl)-1-(isoquinolin-4-yl)piperidine-3-carboxamido)tetradecyl)carbamoyl)benzoic acid C(=O)(O)CN1C=C(C=CC1=O)N(C(=O)C1CN(CCC1)C1=CN=CC2=CC=CC=C12)CCCCCCCCCCCCCCNC(=O)C1=C(C(=O)O)C=CC=C1